C(C)(C)C1=C(C(=CC=C1)C(C)C)N1C(=NC=C1)C=1C=C(C=C(C1)C)O 3-(1-(2,6-diisopropylphenyl)-1H-imidazol-2-yl)-5-methylphenol